COC=1C=C(C=C2C(=CC(NC12)=O)C)NC(=O)C=1C=C2C(=NC1N1CCOCC1)CN(C2)C(=O)OCC2=CC=CC=C2 benzyl 3-[(8-methoxy-4-methyl-2-oxo-1H-quinolin-6-yl)carbamoyl]-2-morpholino-5,7-dihydropyrrolo[3,4-b]pyridine-6-carboxylate